C(C=CC=CC=CC=CC=CC=CCCCCCCCCC)(=O)OC[C@@H](OC(C=CC=CC=CC=CC=CC=CCCCCCCCCC)=O)COP(=O)(O)O 1,2-bisdocosahexaenoyl-sn-glycero-3-phosphate